(2,4-di-tert-butylphenyl-4,4'-biphenyl) phosphate P(=O)(O)(O)O.C(C)(C)(C)C1=C(C=CC(=C1)C(C)(C)C)C1=CC=C(C=C1)C1=CC=CC=C1